N-[5-isopropyl-4-(2-methylphenoxy)-6-(o-tolyl)pyrimidin-2-yl]-1-methyl-pyrazole-4-sulfonamide C(C)(C)C=1C(=NC(=NC1C1=C(C=CC=C1)C)NS(=O)(=O)C=1C=NN(C1)C)OC1=C(C=CC=C1)C